NC1=NC=2C=C(C(=CC2C2=C1[C@H](OC2)C)C(=O)N(C2CCC1=NC(=CC=C12)C(F)(F)F)C1=NN(C=C1)C)F (3R)-4-amino-7-fluoro-3-methyl-N-(1-methyl-1H-pyrazol-3-yl)-N-(2-(trifluoromethyl)-6,7-dihydro-5H-cyclopenta[b]pyridin-5-yl)-1,3-dihydrofuro[3,4-c]quinolin-8-carboxamide